benzyl 3-bromo-4-oxo-piperidine-1-carboxylate BrC1CN(CCC1=O)C(=O)OCC1=CC=CC=C1